S(=O)(=O)(OC1=CC=C(C=C1)OC)[O-].[K+] potassium 4-methoxyphenyl sulfate